5-(4-bromophenyl)-1-[4-(trifluoromethyl)phenyl]-1,2,3-triazole-4-carbonitrile BrC1=CC=C(C=C1)C1=C(N=NN1C1=CC=C(C=C1)C(F)(F)F)C#N